CC(C)C[O-].[Ti+4].CC(C)C[O-].CC(C)C[O-].CC(C)C[O-] Titanium(IV) iso-butoxide